Piperazin-dion N1C(C(NCC1)=O)=O